OC1=C(C=O)C=C(C=C1C=O)C 2-HYDROXY-5-METHYLISOPHTHALALDEHYDE